4-(4-fluoro-2-methoxyphenyl)pyridin-2-amine FC1=CC(=C(C=C1)C1=CC(=NC=C1)N)OC